tert-butyl 2-(cyanomethyl)-2,7-diazaspiro[3.5]nonane-7-carboxylate C(#N)CN1CC2(C1)CCN(CC2)C(=O)OC(C)(C)C